N-[3-chloro-1-(pyridin-3-yl)-1H-pyrazol-4-yl]-2-(methylsulfonyl)propanamide ClC1=NN(C=C1NC(C(C)S(=O)(=O)C)=O)C=1C=NC=CC1